SC(CC(=O)OCCOC(CC(C)S)=O)C ethyleneglycol bis(3-mercapto butyrate)